ascorbic acid, disodium salt [Na+].[Na+].O=C1C(O)=C([O-])[C@H](O1)[C@@H](O)CO.O=C1C(O)=C([O-])[C@H](O1)[C@@H](O)CO